ClCCC#CC1=C(C(=NC=C1)C=NO)F (4-chlorobut-1-yn-1-yl)-3-fluoropicolinaldehyde oxime